(S)-5-((5-chloro-8-((4,5-dimethyl-4H-1,2,4-triazol-3-yl)methoxy)-7-fluoro-1,2,3,4-tetrahydroisoquinolin-1-yl)methyl)-5-azaspiro[2.4]heptane-6-one hydrochloride Cl.ClC1=C2CCN[C@@H](C2=C(C(=C1)F)OCC1=NN=C(N1C)C)CN1CC2(CC2)CC1=O